C(C)OCCOCCC1=CC(=CC=2C3=CC(=CC=C3NC12)B1OC(C(O1)(C)C)(C)C)B1OC(C(O1)(C)C)(C)C (2-(2-ethoxyethoxy)ethyl)-3,6-bis(4,4,5,5-tetramethyl-1,3,2-dioxaborolan-2-yl)-9H-carbazole